C(C)OC(=O)C=1N=C(SC1)C1=C(C=CC=C1F)F (2,6-difluorophenyl)-1,3-thiazole-4-carboxylic acid ethyl ester